C1(CC1)[C@]1(C(N(C[C@H]1C)C1=NC(=CC2=C1SC=N2)C=2C=NN(C2)C)=O)C#N (3R,4S)-3-cyclopropyl-4-methyl-1-[6-(1-methylpyrazol-4-yl)-[1,3]thiazolo[5,4-c]pyridin-4-yl]-2-oxopyrrolidine-3-carbonitrile